3-(5-(((1S,4S)-5-benzhydryl-2,5-diazabicyclo[2.2.1]heptane-2-yl)methyl)-6-fluoro-1-oxoisoindolin-2-yl)piperidine-2,6-dione C(C1=CC=CC=C1)(C1=CC=CC=C1)N1[C@@H]2CN([C@H](C1)C2)CC=2C=C1CN(C(C1=CC2F)=O)C2C(NC(CC2)=O)=O